ClC1=CC=C2CCN(C2=C1)C1=NC=NC2=CC=C(C=C12)C=1C=C2C(=NC1)C=NN2 4-(6-chloroindolin-1-yl)-6-(1H-pyrazolo[4,3-b]pyridin-6-yl)quinazoline